FC1=CC(=C(C=C1F)C(\C=C\C1=CC=CC=C1)=O)O (E)-1-(4,5-difluoro-2-hydroxyphenyl)-3-phenylprop-2-en-1-one